N-(2-(4,6-Dihydroxy-2,3-dimethylbenzoyl)isoindolin-4-yl)-N-methylacrylamide OC1=C(C(=C(C(=O)N2CC3=CC=CC(=C3C2)N(C(C=C)=O)C)C(=C1)O)C)C